3-(3-(tert-butyl)-5-((2-((3,5-di-tert-butyl-4-hydroxyphenyl)thio)propan-2-yl)thio)-2-hydroxyphenyl)-3-methylbutyl (((9H-fluoren-9-yl)methoxy)carbonyl)alaninate C1=CC=CC=2C3=CC=CC=C3C(C12)COC(=O)N[C@@H](C)C(=O)OCCC(C)(C)C1=C(C(=CC(=C1)SC(C)(C)SC1=CC(=C(C(=C1)C(C)(C)C)O)C(C)(C)C)C(C)(C)C)O